2-(3-(4-((7-((tert-butoxycarbonyl)amino)heptyl)amino)-1-oxoisoindolin-2-yl)-2,6-dioxopiperidin-1-yl)acetic acid C(C)(C)(C)OC(=O)NCCCCCCCNC1=C2CN(C(C2=CC=C1)=O)C1C(N(C(CC1)=O)CC(=O)O)=O